BrC1=CN(C=2C1=NC(=CC2)OC)COCC[Si](C)(C)C 3-bromo-5-methoxy-1-{[2-(trimethylsilyl)ethoxy]methyl}-1H-pyrrolo[3,2-b]pyridine